C(C)/C(/CO)=C\CC1C(C(=CC1)C)(C)C (E)-2-ethyl-4-(2,2,3-trimethyl-1-cyclopent-3-enyl)but-2-en-1-ol